CC1CNCC(O1)C 2,6-dimethyl-morpholin